2-(4-(7-(3,4-dihydroquinolin-1(2H)-yl)-2-((1-ethylpyrrolidin-2-yl)methoxy)-5,6,7,8-tetrahydroquinazolin-4-yl)-1-(4-morpholinobut-2-enoyl)piperazin-2-yl)acetonitrile N1(CCCC2=CC=CC=C12)C1CCC=2C(=NC(=NC2C1)OCC1N(CCC1)CC)N1CC(N(CC1)C(C=CCN1CCOCC1)=O)CC#N